methyl 3-cyano-3-(4-iodoanilino)cyclobutanecarboxylate C(#N)C1(CC(C1)C(=O)OC)NC1=CC=C(C=C1)I